4-(3,5-xylyl)-3-difluoromethyl-1,2,4-triazol-5-one C1(=CC(=CC(=C1)C)C)N1C(=NNC1=O)C(F)F